2-{[(8-amino-4,4-dimethyl-4,5-dihydro-1H-pyrazolo[4,3-H]quinazolin-3-yl)carbonyl]amino}-1,3-thiazole-5-carboxylic acid NC1=NC=2C3=C(C(CC2C=N1)(C)C)C(=NN3)C(=O)NC=3SC(=CN3)C(=O)O